C1(CCCCC1)CN1CCC2(CC(C2)N(C(=O)C=2NC=CC2)C2=CC=CC=C2)CC1 N-(7-(cyclohexylmethyl)-7-azaspiro[3.5]nonan-2-yl)-N-phenyl-1H-pyrrole-2-carboxamide